N[C@H]1[C@H]([C@H](O[C@H]2[C@@H]1N=C(O2)C)CO)O (3aR,5R,6R,7R,7aR)-7-Amino-5-(hydroxymethyl)-2-methyl-3a,6,7,7a-tetrahydro-5H-pyrano[3,2-d]oxazol-6-ol